ClC1=C(C=C(OCC(=O)NC23CC(C2)(C3)C3=CC(=NC=C3)OCCCOC(F)(F)F)C=C1)F 2-(4-chloro-3-fluorophenoxy)-N-(3-{2-[3-(trifluoromethoxy)propoxy]pyridin-4-yl}bicyclo[1.1.1]pentan-1-yl)acetamide